sodium anthracene diformate C(=O)[O-].C(=O)[O-].C1=CC=CC2=CC3=CC=CC=C3C=C12.[Na+].[Na+]